3-(4-(1-(4-(2-(1-(3-amino-6-(2-hydroxyphenyl)pyridazin-4-yl)-4-phenylpiperidine-4-carbonyl)-2,7-diazaspiro[3.5]nonan-7-yl)-4-oxobutyl)piperidin-4-yl)phenoxy)piperidine-2,6-dione NC=1N=NC(=CC1N1CCC(CC1)(C(=O)N1CC2(C1)CCN(CC2)C(CCCN2CCC(CC2)C2=CC=C(OC1C(NC(CC1)=O)=O)C=C2)=O)C2=CC=CC=C2)C2=C(C=CC=C2)O